2-[4-(benzyloxy)piperidin-1-yl]quinoxaline C(C1=CC=CC=C1)OC1CCN(CC1)C1=NC2=CC=CC=C2N=C1